O=C1C2=C(N=C(N1)C1C(CC1)C1=NC=CC=N1)N(N=C2C#N)C(C)C2=NC=C(N=C2)C(F)(F)F 4-oxo-6-(2-(pyrimidin-2-yl)cyclobutyl)-1-(1-(5-(trifluoromethyl)pyrazin-2-yl)ethyl)-4,5-dihydro-1H-pyrazolo[3,4-d]pyrimidine-3-carbonitrile